N-(7-fluoro-6-quinolyl)-5-phenyl-1H-pyrrole-3-sulfonamide FC1=C(C=C2C=CC=NC2=C1)NS(=O)(=O)C1=CNC(=C1)C1=CC=CC=C1